4-[(2-{3-[(4-methanesulfonylphenyl)amino]prop-1-yn-1-yl}-5-methyl-1-(2,2,2-trifluoroethyl)-1H-indol-4-yl)amino]-1λ6-thiane-1,1-dione CS(=O)(=O)C1=CC=C(C=C1)NCC#CC=1N(C2=CC=C(C(=C2C1)NC1CCS(CC1)(=O)=O)C)CC(F)(F)F